ClC1=CC(=C(C=C1)C1=CC(=NC(=C1)C1CC1)C(=O)O)C1=NN=CN1C 4-[4-chloro-2-(4-methyl-1,2,4-triazol-3-yl)phenyl]-6-cyclopropylpyridine-2-carboxylic acid